N[C@@H](CC(=O)[O-])C(C)C (S)-3-amino-4-methyl-pentanoate